FC1=NC=C(C(=O)NC2=C(C(=CC=C2)C(NC2=C(C=C(C=C2C(F)(F)F)C(C(F)(F)F)(C(F)(F)F)F)I)=O)F)C=C1 6-fluoro-N-(3-(2-iodo-4-(perfluoropropan-2-yl)-6-(trifluoromethyl)phenylcarbamoyl)-2-fluoro-phenyl)-nicotinamide